C(C(C)C)C1=CC(=CC=2N1N=C(C2)C)C=2NC1=CC=C(C=C1C2C(C)C)C2CCN(CC2)CC(=O)NC 2-(4-(2-(7-isobutyl-2-methylpyrazolo[1,5-a]pyridin-5-yl)-3-isopropyl-1H-indol-5-yl)piperidin-1-yl)-N-methylacetamide